3-[2-(4-chloro-3-fluorophenoxy)acetamido]-N-[(2-ethylpyrimidin-4-yl)methyl]bicyclo[1.1.1]pentane-1-carboxamide ClC1=C(C=C(OCC(=O)NC23CC(C2)(C3)C(=O)NCC3=NC(=NC=C3)CC)C=C1)F